N-(2-chloro-4-difluoromethoxyphenyl)[2-(3,6-dihydro-2H-pyran-4-yl)-6-ethyl-5-{4-[(5-hydroxy-6-methyl-4-pyrimidinyl)carbonyl]-1-piperazinyl}-4-oxo-1,3,3a,7-tetraaza-7-indenyl]acetamide ClC1=C(C=CC(=C1)OC(F)F)NC(CN1C(=C(C(N2N=C(N=C12)C=1CCOCC1)=O)N1CCN(CC1)C(=O)C1=NC=NC(=C1O)C)CC)=O